ethyl (E)-5,5-dimethyl-2-(2-phenoxy-5-pyrimidinylcarbonylamino)-3-hexenoate CC(/C=C/C(C(=O)OCC)NC(=O)C=1C=NC(=NC1)OC1=CC=CC=C1)(C)C